ClC1=NC(=NC=C1C(F)(F)F)SC 4-chloro-2-(Methylthio)-5-(trifluoromethyl)pyrimidine